C(C)(C)(C)OC(NCCOC1=C(C=C(C=C1)Cl)CBr)=O (2-(2-(bromomethyl)-4-chlorophenoxy)ethyl)carbamic acid tert-butyl ester